3,6-dihydroxy-2-(2-hydroxy-7-methoxynaphthalen-1-yl)benzoic acid n-butyl ester C(CCC)OC(C1=C(C(=CC=C1O)O)C1=C(C=CC2=CC=C(C=C12)OC)O)=O